CN(C=1C=NC=C(C(=O)NCC2=CC=C3C=C(NC3=C2)CN2CCC(CC2)(C)C)C1)C 5-(dimethylamino)-N-((2-((4,4-dimethylpiperidin-1-yl)methyl)-1H-indole-6-yl)methyl)nicotinamide